(2R-3S,4R-5R)-5-(6-amino-2-chloro-9H-purin-9-yl)-3-ethynyl-2-(hydroxymethyl)tetrahydrofuran-3,4-diol NC1=C2N=CN(C2=NC(=N1)Cl)[C@H]1[C@@H]([C@@]([C@H](O1)CO)(O)C#C)O